ClC1=C(C(=C(C=C1OC)OC)Cl)C1=CC2=C(N=C(N=C2)N[C@@H]2COCC[C@@H]2NC(C=C)=O)C(=N1)NC1CN(CC1)C N-((3S,4S)-3-((6-(2,6-dichloro-3,5-di-methoxyphenyl)-8-((1-methylpyrrolidin-3-yl)amino)pyrido[3,4-d]pyrimidin-2-yl)amino)tetrahydro-2H-pyran-4-yl)acrylamide